NC1=NC=NN2C1=CC=C2[C@H]2[C@@H]([C@@H]([C@@](O2)(CF)COP(=O)(OC2=CC=CC=C2)N[C@@H](C)C(=O)OCCOCCOCC)O)O 2-(2-ethoxyethoxy)ethyl ((((2R,3S,4R,5S)-5-(4-aminopyrrolo[2,1-f][1,2,4]triazin-7-yl)-2-(fluoromethyl)-3,4-dihydroxytetrahydrofuran-2-yl)methoxy)(phenoxy)phosphoryl)-L-alaninate